FC1=C(C(=C(C(=C1F)F)F)F)C(C(C(C(C(C(F)(F)F)(F)F)(F)F)(F)F)(F)F)(F)F perfluorohexylbenzene